5-amino-1-cyclopropyl-3-(4-((N-(5-fluoro-2-methoxyphenyl)sulfamoyl)methyl)phenyl)-1H-pyrazole-4-carboxamide NC1=C(C(=NN1C1CC1)C1=CC=C(C=C1)CS(NC1=C(C=CC(=C1)F)OC)(=O)=O)C(=O)N